BrC1=CC2=C(N=C(N=C2)NC2=NC=C(C=C2)N2CCN(CC2)C)N(C1=O)C1CCCC1 6-Bromo-8-cyclopentyl-2-[5-(4-methyl-piperazin-1-yl)-pyridin-2-ylamino]-8H-pyrido[2,3-d]pyrimidin-7-one